(3ar,7as)-2-oxohexahydrooxazolo[4,5-c]pyridine-5(4H)-carboxylic acid tert-butyl ester C(C)(C)(C)OC(=O)N1C[C@@H]2[C@H](CC1)OC(N2)=O